NOC(C)O (aminooxy)ethanol